N-(4-methylphenyl)hydrazine tert-butyl-(1-((3-(piperidin-4-yloxy)phenyl)sulfonyl)piperidin-4-yl)carbamate C(C)(C)(C)N(C(O)=O)C1CCN(CC1)S(=O)(=O)C1=CC(=CC=C1)OC1CCNCC1.CC1=CC=C(C=C1)NN